ClC1=C2N(C(C=N1)=O)C(CC2)C(=O)N chloro-4-oxo-4,6,7,8-tetrahydropyrrolo[1,2-a]pyrazine-6-carboxamide